C(C)(C)N(C1=CC=C(C=N1)C(C)=O)C 1-(6-(isopropyl-(methyl)amino)pyridin-3-yl)ethan-1-one